tert-butyl (R)-4-(4-(2-(dimethylcarbamoyl)-7-fluoro-6-(1-isobutyryl-1,2,5,6-tetrahydropyridin-3-yl)-1H-indol-4-yl)-3-fluorophenyl)-3,3-difluoropiperidine-1-carboxylate CN(C(=O)C=1NC2=C(C(=CC(=C2C1)C1=C(C=C(C=C1)[C@@H]1C(CN(CC1)C(=O)OC(C)(C)C)(F)F)F)C=1CN(CCC1)C(C(C)C)=O)F)C